4-chloro-2-(4-methoxyphenyl)quinoline ClC1=CC(=NC2=CC=CC=C12)C1=CC=C(C=C1)OC